N-(3-Cyano-5-fluoro-4-(1-(2-(5-methyl-4H-1,2,4-triazol-3-yl)propan-2-yl)-1H-pyrazol-4-yl)phenyl)-2-(6-(trifluoromethyl)pyridin-2-yl)acetamide C(#N)C=1C=C(C=C(C1C=1C=NN(C1)C(C)(C)C1=NN=C(N1)C)F)NC(CC1=NC(=CC=C1)C(F)(F)F)=O